C(C)(C)NN1C(=CC=C1)C=O 1-isopropylamino-1H-pyrrole-2-carboxaldehyde